NC1=CC=C(C=C1)CC(O)(C)C(C)(C)O 4-aminophenylpinacol